N-(2-chloro-4-((methyl-d3)thio)phenyl)acetamide ClC1=C(C=CC(=C1)SC([2H])([2H])[2H])NC(C)=O